C[C@H]1N(CCOC1)C1=CC(=C2C(=N1)C(=NS2)C2=CC(=NN2C2OCCCC2)C)N2N=C(N=C2)C (3R)-3-methyl-4-(3-(3-methyl-1-(tetrahydro-2H-pyran-2-yl)-1H-pyrazol-5-yl)-7-(3-methyl-1H-1,2,4-triazol-1-yl)isothiazolo[4,5-b]pyridin-5-yl)morpholine